1-(3-chloro-5-{[4-(4-chlorothiophene-2-yl)-5-(4-cyclohexylpiperazin-1-yl)-1,3-thiazol-2-yl]carbamoyl}pyridine-2-yl)piperidine-4-carboxylic acid ethyl ester C(C)OC(=O)C1CCN(CC1)C1=NC=C(C=C1Cl)C(NC=1SC(=C(N1)C=1SC=C(C1)Cl)N1CCN(CC1)C1CCCCC1)=O